(3S,4S)-4-((S)-8-fluoro-5H-imidazo[5,1-a]isoindol-5-yl)-1-(methylsulfonyl)piperidin-3-ol FC1=CC=C2[C@@H](N3C(C2=C1)=CN=C3)[C@H]3[C@@H](CN(CC3)S(=O)(=O)C)O